lithium 5-(((tert-butoxycarbonyl)(2-hydroxyethyl)amino)methyl)-3-(methoxymethoxy)picolinate C(C)(C)(C)OC(=O)N(CCO)CC=1C=C(C(=NC1)C(=O)[O-])OCOC.[Li+]